FC1=CC=C(C=C1)S(=O)(=O)NC1=NC(=CC=C1OC)B1OC(C(O1)(C)C)(C)C 4-fluoro-N-(3-methoxy-6-(4,4,5,5-tetramethyl-1,3,2-dioxaborolan-2-yl)pyridin-2-yl)benzenesulfonamide